ClCC1=CC=C(C=C1)C=1N(C=C(N1)C(F)(F)F)CC 2-(4-(Chloromethyl)phenyl)-1-ethyl-4-(trifluoromethyl)-1H-imidazole